C(CCCCCCCCCCC\C=C/CCCCCCCC)(=O)OC methyl (Z)-docos-13-enoate